(S)-1-((1H-indol-3-yl)methyl)-6,7-dimethoxy-2-(2-(methylsulfonyl)ethyl)-1,2,3,4-tetrahydroisoquinoline N1C=C(C2=CC=CC=C12)C[C@@H]1N(CCC2=CC(=C(C=C12)OC)OC)CCS(=O)(=O)C